acrylamide benzenesulfonate C1(=CC=CC=C1)S(=O)(=O)O.C(C=C)(=O)N